N1=C(C=CC=C1)C1=C(C=NC=C1)C(=O)O 4-(2-pyridinyl)pyridine-3-carboxylic acid